(2R,4S)-N-((S)-1-(((R)-2-amino-6,7-dihydro-5H-cyclopenta[b]pyridin-5-yl)amino)-1-oxopropan-2-yl)-4-((4-fluorobenzyl)oxy)pyrrolidine-2-carboxamide NC1=CC=C2C(=N1)CC[C@H]2NC([C@H](C)NC(=O)[C@@H]2NC[C@H](C2)OCC2=CC=C(C=C2)F)=O